methyl-ethyl-isobutyrate CCC(C(=O)[O-])(C)CC